C1(=CC=CC=2OC3=C(C21)C=CC=C3)C3=C(C=CC=C3)N(C3=C(C=CC=C3C3=CC=CC=2C1=CC=CC=C1NC32)C3=CC=CC=C3)C3=C(C=CC=C3)C3=CC=CC=2OC1=C(C23)C=CC=C1 bis(dibenzofuranylphenyl)(carbazolylbiphenylyl)amine